2-((4-(2-(2-(4-cyanophenyl)acetyl)-2,6-diazaspiro[3.4]octan-6-yl)pyrimidin-5-yl)oxy)-5-fluoro-N-isopropyl-N-methylbenzamide C(#N)C1=CC=C(C=C1)CC(=O)N1CC2(C1)CN(CC2)C2=NC=NC=C2OC2=C(C(=O)N(C)C(C)C)C=C(C=C2)F